N-ethyl-7-methoxy-1,1-dimethyl-6-[3-(pyrrolidin-1-yl)propoxy]-1H,2H,3H-cyclopenta[b]quinolin-9-amine C(C)NC1=C2C(=NC=3C=C(C(=CC13)OC)OCCCN1CCCC1)CCC2(C)C